1-cyclopentyl-3-(5-ethynyl-2-((3-(methyl((1r,3r)-3-((methylsulfonyl)methyl)cyclobutyl)amino)phenyl)amino)pyrido[2,3-d]pyrimidin-7-yl)urea C1(CCCC1)NC(=O)NC=1C=C(C2=C(N=C(N=C2)NC2=CC(=CC=C2)N(C2CC(C2)CS(=O)(=O)C)C)N1)C#C